O1CCC(CC1)B(O)O tetrahydropyran-4-boronic acid